The molecule is a cationic C3 cyanine-type compound with 4-(dimethylamino)phenyl and 6-(dimethylamino)-1-ethylquinolinium-2-yl groups at either end. It has a role as a fluorochrome. It is a tertiary amine and a quinolinium ion. CC[N+]1=C(C=CC2=C1C=CC(=C2)N(C)C)/C=C/C=C/C3=CC=C(C=C3)N(C)C